NC(COCCCN1C(CN(CC1)C1=NC=C(C=N1)C(F)(F)F)=O)C 1-{3-[(2-aminopropyl)oxy]propyl}-4-[5-(trifluoromethyl)pyrimidin-2-yl]piperazin-2-one